methyl 3-(9-((2-(2-(tert-butoxy)-2-oxoethyl)-4-(((tert-butoxycarbonyl)amino)methyl)phenyl)carbamoyl)-4,5-dihydrobenzo[b]thieno[2,3-d]oxepin-8-yl)-6-(propylcarbamoyl)picolinate C(C)(C)(C)OC(CC1=C(C=CC(=C1)CNC(=O)OC(C)(C)C)NC(=O)C1=CC2=C(OCCC3=C2SC=C3)C=C1C=1C(=NC(=CC1)C(NCCC)=O)C(=O)OC)=O